CN1C=NC(=C1)S(=O)(=O)N=C(SC)SC Dimethyl ((1-methyl-1H-imidazol-4-yl)sulfonyl)carbonimidodithioate